COC(=O)C1=C(NC(=C1)C1=C2C(=NC=C1)N(C=C2)S(=O)(=O)C2=CC=CC=C2)C2=C(C=C(C=C2)C(F)(F)F)Cl 2-[2-chloro-4-(trifluoromethyl)phenyl]-5-[1-(benzenesulfonyl)-1H-pyrrolo[2,3-b]pyridin-4-yl]-1H-pyrrole-3-carboxylic acid methyl ester